BrC=1C=CC(=NC1)OC1CC1 5-bromo-2-(cyclopropyloxy)-pyridine